1-(7-fluoro-1-methylimidazo[1,5-a]pyridin-3-yl)-N,N-dimethylpropan-2-amine FC1=CC=2N(C=C1)C(=NC2C)CC(C)N(C)C